dimethyl(meta-isopropenyl)benzyl isocyanate CC(C1=CC(=CC=C1)C(=C)C)(C)N=C=O